dimethyl tetrahydrofuran-2,5-dicarboxylate O1C(CCC1C(=O)OC)C(=O)OC